FCC(=O)N(C1=CC=CC2=CC=CC=C12)C 2-fluoro-N-methyl-N-1-naphthylacetamide